tert-butyl 2-(5-{[4-bromo-1-(cyclopropylmethyl)pyrazol-3-yl]oxy}-2-fluorophenyl)-2-{5-[2-(3-fluoroazetidin-1-yl)ethyl]-2-oxo-4-(trifluoromethyl)pyridin-1-yl}acetate BrC=1C(=NN(C1)CC1CC1)OC=1C=CC(=C(C1)C(C(=O)OC(C)(C)C)N1C(C=C(C(=C1)CCN1CC(C1)F)C(F)(F)F)=O)F